1-(((S)-5-bromo-8-((1-isopropyl-1H-1,2,3-triazol-4-yl)methoxy)-1,2,3,4-tetrahydroisoquinolin-1-yl)methyl)-3-methylpyrrolidin-2-one BrC1=C2CCN[C@@H](C2=C(C=C1)OCC=1N=NN(C1)C(C)C)CN1C(C(CC1)C)=O